C(C1=CC=CC=C1)OC(=O)N1CC(N(C(C1)C1=CC=C(C=C1)F)C(NCCOCC1CC1)=O)(C)C 4-[2-(cyclopropylmethoxy)ethylcarbamoyl]-5-(4-fluorophenyl)-3,3-dimethyl-piperazine-1-carboxylic acid benzyl ester